tert-butyl 4-(4-(3-(2-chloroethyl)ureido)phenyl)piperidine-1-carboxylate ClCCNC(NC1=CC=C(C=C1)C1CCN(CC1)C(=O)OC(C)(C)C)=O